7-((1S,5S)-2,6-diazabicyclo[3.2.0]heptan-6-yl)-N-((R)-1-(2-methyl-3-(trifluoromethyl)phenyl)ethyl)phthalazin-1-amine [C@H]12NCC[C@@H]2N(C1)C1=CC=C2C=NN=C(C2=C1)N[C@H](C)C1=C(C(=CC=C1)C(F)(F)F)C